4-methoxy-2-methylthiazole COC=1N=C(SC1)C